SC1=CC=CC2=NON=C21 sulfanyl-2,1,3-benzoxadiazole